C(C1=CC=CC=C1)O[C@H]1[C@H](O[C@@H]([C@H]([C@@H]1OCC1=CC=CC=C1)OCC1=CC=CC=C1)COCC1=CC=CC=C1)O[C@@H]1[C@H]([C@@H](O[C@@H]([C@@H]1OC(C)=O)COC(C)=O)O[C@H]1[C@@H]([C@H]([C@H](OCCCNC(C(F)(F)F)=O)O[C@@H]1COCC1=CC=CC=C1)NC(C)=O)OC(C)=O)OC(C)=O 3-Trifluoroacetamidopropyl 2,3,4,6-tetra-O-benzyl-α-D-glucopyranosyl-(1→3)-2,4,6-tri-O-acetyl-β-D-galactopyranosyl-(1→4)-2-acetamido-3-O-acetyl-6-O-benzyl-2-deoxy-β-D-glucopyranoside